C1(CCCC1)C(CNC(OCC1=CC=CC=C1)=O)NC=1C=C(C2=C(N=C(N=C2)SC)N1)C#C[Si](C(C)C)(C(C)C)C(C)C benzyl N-(2-cyclopentyl-2-{[2-(methylsulfanyl)-5-[2-(triisopropylsilyl)ethynyl]pyrido[2,3-d]pyrimidin-7-yl]amino}ethyl)carbamate